2-(4,4-difluoro-3,3-dimethylbutanamido)butanoic acid FC(C(CC(=O)NC(C(=O)O)CC)(C)C)F